COCCN(S(F)(F)F)CCOC 2-methoxy-N-(2-methoxyethyl)-N-(trifluoro-$l^{4}-sulfanyl)ethanamine